4-methyl-(thiazolo[4,5-B]pyridine) CN1C=2C(=CC=C1)SCN2